BrC=1N=NN(C1C)C1CN(C1)C(=O)OC(C)(C)C tert-Butyl 3-(4-bromo-5-methyl-1,2,3-triazol-1-yl)azetidine-1-carboxylate